tris-(2-methoxyethoxy)-vinylsilane COCCO[Si](C=C)(OCCOC)OCCOC